(R)-2-Methyl-N-(1-(naphthalen-1-yl)ethyl)-5-nitrobenzamide CC1=C(C(=O)N[C@H](C)C2=CC=CC3=CC=CC=C23)C=C(C=C1)[N+](=O)[O-]